C(C1=CC=CC=C1)O[C@@H]1[C@@H]([C@@](C1)(O)C)C |r| (±)-(1R,2S,3S)-3-benzyloxy-1,2-dimethyl-cyclobutanol